tristearyl-sorbitol diphosphite OP(O)OP(O)O.C(CCCCCCCCCCCCCCCCC)[C@@](C(O)(CCCCCCCCCCCCCCCCCC)CCCCCCCCCCCCCCCCCC)(O)[C@@H](O)[C@H](O)[C@H](O)CO